4-(1-(1H-tetrazol-5-yl)hydrazino)butan-1-ol N1N=NN=C1N(N)CCCCO